P(=S)(OCCCOC(C=C)=O)(O)O acryloxypropyl dihydrogen thiophosphate